C(C(=C)C)(=O)OCCC(C(=O)O)CC(=O)O 2-(methacryloyloxy)ethyl-succinic acid